C(C(=O)[O-])(=O)OC1=C(C=C(C=C1Cl)Cl)Cl 2,4,6-trichlorophenyl oxalate